NCC1(CC(C1)NC(OC(C)(C)C)=O)OC tert-butyl (3-(aminomethyl)-3-methoxycyclobutyl)carbamate